Bis(3-butoxypropoxy)anthracene C(CCC)OCCCOC=1C2=CC=CC=C2C(=C2C=CC=CC12)OCCCOCCCC